CCCCCCCCCCCCCC(=O)OC[C@H](COP(=O)([O-])[O-])OC(=O)CCCCCCCCCCCCC The molecule is a 1-acyl-2-tetradecanoyl-sn-glycerol 3-phosphate(2-) obtained by deprotonation of both phosphate OH groups of 1,2-ditetradecanoyl-sn-glycerol-3-phosphate(; major species at pH 7.3. It is a conjugate base of a 1,2-ditetradecanoyl-sn-glycerol-3-phosphate.